N1N=CC(=C1)C=1N=CC=2N(C1)N=C(N2)N 6-(1H-pyrazol-4-yl)-[1,2,4]triazolo[1,5-a]pyrazin-2-amine